Ethyl ((1-(((3-((4-cyanobenzyl)carbamoyl)-1-methyl-2-oxo-1,2-dihydro-1,7-naphthyridin-8-yl)oxy)methyl)cyclopropyl)sulfonyl)carbamate C(#N)C1=CC=C(CNC(=O)C=2C(N(C3=C(N=CC=C3C2)OCC2(CC2)S(=O)(=O)NC(OCC)=O)C)=O)C=C1